(S)-(4-(4-cyclopropylpyrazolo[1,5-a]pyridin-2-yl)-1,4,6,7-tetrahydro-5H-imidazo[4,5-c]pyridin-5-yl)(5-(1-methyl-1H-pyrazol-3-yl)-1,3,4-oxadiazol-2-yl)methanone C1(CC1)C=1C=2N(C=CC1)N=C(C2)[C@H]2N(CCC1=C2N=CN1)C(=O)C=1OC(=NN1)C1=NN(C=C1)C